1-(6-Chloroisoquinolin-8-yl)-N,N-dimethylmethylamine ClC=1C=C2C=CN=CC2=C(C1)CN(C)C